(3aS,4R,7S,7aR)-3a,4,7,7a-tetrahydro-1H-4,7-ethanoisoindole C1N=C[C@H]2[C@H]3C=C[C@@H]([C@@H]12)CC3